NC1=NC=2C=CC(=CC2C2=C1C(OC2)C)C(=O)N(CC2=NC=C(C=C2)C(F)(F)F)C(C)C2CCOCC2 4-amino-3-methyl-N-(1-(tetrahydro-2H-pyran-4-yl)ethyl)-N-((5-(trifluoromethyl)pyridin-2-yl)methyl)-1,3-dihydrofuro[3,4-c]quinoline-8-carboxamide